C(C)OC(=C)C1=CC(=CC2=CC=CC=C12)OC 1-(1-ethoxyvinyl)-3-methoxynaphthalene